BrC1=C(C=CC=C1N(C1=CC=CC=C1)C1=CC2=CC=CC=C2C=C1)N(C1=CC2=CC=CC=C2C=C1)C1=CC2=CC=CC=C2C=C1 2-bromo-N1,N1,N3-tri(naphthalen-2-yl)-N3-phenylbenzene-1,3-diamine